CC(C)(CCCC(=C)C=C)O Myrcenol